FC(C1CC(C1)C(=O)O[C@H]1[C@H](NC[C@@H]1O)CC1=CC=C(C=C1)OC)(F)F (2R,3S,4S)-4-hydroxy-2-[(4-methoxyphenyl) methyl]pyrrolidin-3-yl 3-(trifluoromethyl)cyclobutane-1-carboxylate